CN1CC2(C1)CC(C2)N2N=CC(=C2)N (2-methyl-2-azaspiro[3.3]heptan-6-yl)-1H-pyrazol-4-amine